C(C)[C@@H]1N(C[C@H](N(C1)C(CC)C1=CC=C(C=C1)OC)CC)C=1C2=C(N(C(N1)=O)C)C=CC(=N2)C#N 4-((2S,5R)-2,5-diethyl-4-(1-(4-methoxyphenyl)propyl)piperazin-1-yl)-1-methyl-2-oxo-1,2-dihydropyrido[3,2-d]Pyrimidine-6-carbonitrile